(S)-(2,7-dimethyl-3-(3,4,5-trifluorophenyl)-2,4,5,7-tetrahydro-6H-pyrazolo[3,4-c]pyridin-6-yl)(1,5-naphthyridin-2-yl)methanone CN1N=C2[C@@H](N(CCC2=C1C1=CC(=C(C(=C1)F)F)F)C(=O)C1=NC2=CC=CN=C2C=C1)C